4-(3-(5-(1-cyclohexyl-3-(difluoromethyl)-1H-pyrazol-4-yl)-4H-1,2,4-triazol-3-yl)pyrazolo[1,5-a]pyrimidin-5-yl)morpholine C1(CCCCC1)N1N=C(C(=C1)C=1NC(=NN1)C=1C=NN2C1N=C(C=C2)N2CCOCC2)C(F)F